2-(7-((2S,5R)-2,5-diethyl-4-(1-(imidazo[1,2-b]pyridazin-2-yl)ethyl)piperazin-1-yl)-4-methyl-5-oxo-4,5-dihydro-2H-pyrazolo[4,3-b]pyridin-2-yl)acetonitrile C(C)[C@@H]1N(C[C@H](N(C1)C(C)C=1N=C2N(N=CC=C2)C1)CC)C=1C=2C(N(C(C1)=O)C)=CN(N2)CC#N